CC(C=O)CC1=CC=C(C=C1)C(C)(C)C 2-methyl-3-(para-tertbutylphenyl)-propionaldehyde